OC[C@@H]1C[C@@]2(CN1C([C@H](CC(C)C)NC(OCC1=CC=CC=C1)=O)=O)C(NC1=CC=C(C=C12)C)=O benzyl ((S)-1-((3R,5'S)-5'-(hydroxymethyl)-5-methyl-2-oxospiro[indoline-3,3'-pyrrolidin]-1'-yl)-4-methyl-1-oxopentan-2-yl)carbamate